BrC=1C=C2CCNC(C2=CC1)C(F)(F)F 6-bromo-1-(trifluoromethyl)-1,2,3,4-tetrahydroisoquinolin